(6S)-N-(2-(diethylamino)-4-((4-(trifluoromethyl)benzyl)amino)phenyl)-6,7-difluoroheptanamide C(C)N(C1=C(C=CC(=C1)NCC1=CC=C(C=C1)C(F)(F)F)NC(CCCC[C@@H](CF)F)=O)CC